C(C)OC(C[C@H]1CN(CCN1CC1=CC=NC=C1)C(=O)OC(C)(C)C)=O tert-butyl (S)-3-(2-ethoxy-2-oxoethyl)-4-(pyridin-4-ylmethyl)piperazine-1-carboxylate